2-{6-fluoro-[1,1'-biphenyl]-3-yl}-1-(4-{[1,2,4]triazolo[4,3-b]pyridazin-6-yl}piperazin-1-yl)ethan-1-one FC1=CC=C(C=C1C1=CC=CC=C1)CC(=O)N1CCN(CC1)C=1C=CC=2N(N1)C=NN2